O[C@H]1C[C@H](N(C1)C(=O)OC(C)(C)C)C(=O)OCCCCCCC(C(=O)OC(CCCCCC)CCCCCC)(C)C O1-tert-butyl O2-[8-(1-hexyl heptoxy)-7,7-dimethyl-8-oxo-octyl] (2S,4S)-4-hydroxypyrrolidine-1,2-dicarboxylate